1-methyl-4-((phenylethynyl)sulfonyl)benzene CC1=CC=C(C=C1)S(=O)(=O)C#CC1=CC=CC=C1